ClC=1C(C=CC(C1)=O)=O 2-Chloro-1,4-benzoquinone